FC1=CC2=C(OC3=C(C(=N2)N2CCN(CC2)CCO)C=C(C=C3)C(F)(F)F)C=C1 2-(4-(8-Fluoro-2-(trifluoromethyl)dibenzo[b,f][1,4]oxazepin-11-yl)piperazin-1-yl)ethan-1-ol